N[C@H]1CS(C2=C(N(C1=O)CC1=CC=C(C=C1)Cl)C=C(C(=C2)F)C=2OC(=NN2)C(C)(N2CCCC2)C)(=O)=O (3R)-3-amino-5-[(4-chlorophenyl)methyl]-8-fluoro-7-[5-(1-methyl-1-pyrrolidin-1-yl-ethyl)-1,3,4-oxadiazol-2-yl]-1,1-dioxo-2,3-dihydro-1lambda6,5-benzothiazepin-4-one